methylphenylbis(ethoxymethyl)silane C[Si](COCC)(COCC)C1=CC=CC=C1